CC1CC(OC1(C(F)(F)F)C)C(=O)NC1=CN=NC=C1 4,5-dimethyl-N-(pyridazin-4-yl)-5-(trifluoromethyl)tetrahydrofuran-2-carboxamide